5-fluoro-2-nitrobenzaldehyde FC=1C=CC(=C(C=O)C1)[N+](=O)[O-]